O=C1NC(CCC1N1C(C2=CC(=C(C(=C2C1=O)N1CCNCC1)F)F)=O)=O 2-(2,6-dioxopiperidin-3-yl)-5,6-difluoro-4-(piperazin-1-yl)isoindoline-1,3-dione